3-(chlorosulfonyl)benzoic acid ClS(=O)(=O)C=1C=C(C(=O)O)C=CC1